FC(C1=CC=C(C=C1)N1N=NC(=C1COC=1N=NC(=CC1)C=1C(=NNC1C)C)C)F 3-({1-[4-(Difluoromethyl)phenyl]-4-methyl-1H-1,2,3-triazol-5-yl}methoxy)-6-(3,5-dimethyl-1H-pyrazol-4-yl)pyridazine